C(#N)C1=C(N=C2N(C1=O)C=C(C=C2[C@@H](C)NC2=C(C(=O)O)C=CC=C2)C)N2CCS(CC2)(=O)=O (R)-2-((1-(3-cyano-2-(1,1-dioxidothiomorpholino)-7-methyl-4-oxo-4H-pyrido[1,2-a]pyrimidin-9-yl)ethyl)amino)benzoic acid